CN(C(=O)NN)C1=CC(=CC=C1)C m-DIMETHYL-AMINO-PHENYLUREA